C(#C)C1=CC=2N(C=C1)C(=NN2)[C@@H]2C[C@@H](CCC2)NC2=NC=C(C=C2)C(F)(F)F N-[(1R,3S)-3-(7-ethynyl-[1,2,4]triazolo[4,3-a]pyridin-3-yl)cyclohexyl]-5-(trifluoromethyl)pyridin-2-amine